C1(CC1)CC1=C(C(=NN1C=1SC=C(N1)C(=O)O)C=1C=C(C(=CC1)F)C1=CC=C(C=C1)C=1SC(=CC1)C)CC1=CC(=C(C=C1)S(N)(=O)=O)F 2-(5-(cyclopropylmethyl)-3-(6-fluoro-4'-(5-methylthiophen-2-yl)-[1,1'-biphenyl]-3-yl)-4-(3-fluoro-4-sulfamoylbenzyl)-1H-pyrazol-1-yl)thiazole-4-carboxylic acid